O1COC(C2=C1C=CC=C2)C2=CC=C(O2)CC2SC1(NC2=O)CCN(CC1)C(CCl)=O ((5-(benzo[d][1,3]dioxin-4-yl)furan-2-yl)methyl)-8-(2-chloroacetyl)-1-thia-4,8-diazaspiro[4.5]decan-3-one